3-amino-2,6-dichloro-N-methyl-pyridine-4-carboxamide NC=1C(=NC(=CC1C(=O)NC)Cl)Cl